C(C)(C)(C)OC(CC[C@@H](C(N)=O)N1C(C2=CC=C(C(=C2C1)Cl)N1CCN(CC1)C1CC(C1)OC1CCN(CC1)C(=O)OC(C)(C)C)=O)=O tert-butyl 4-[(1r,3r)-3-(4-{2-[(1S)-4-(tert-butoxy)-1-carbamoyl-4-oxobutyl]-4-chloro-1-oxo-3H-isoindol-5-yl}piperazin-1-yl)cyclobutoxy]piperidine-1-carboxylate